OCCOC1=CC=C(C=C1)[PH2]=O 4-(2-hydroxy-ethoxy)phenyl-phosphine oxide